C(C)(C)(C)OC(=O)N(C(OC(C)(C)C)=O)C=1N=NC=C(C1)C=C tert-butyl N-(tert-butoxycarbonyl)-N-(5-ethenylpyridazin-3-yl)carbamate